O.O.O.O.[Na+].NC1=CC=C(C2=CC=CC=C12)S(=O)(=O)[O-] 4-amino-1-naphthalenesulfonic acid sodium salt tetrahydrate